C(CCCCCC(C)(C)C)(=O)[O-].C(CCCCCC(C)(C)C)(=O)[O-].C(CCCC)[Sn+2]CCCCC dipentyltin dineodecanoate